N-((1s,4s)-4-((7-morpholino-1,6-naphthyridin-5-yl)oxy)cyclohexyl)pyrazine-2-carboxamide O1CCN(CC1)C1=NC(=C2C=CC=NC2=C1)OC1CCC(CC1)NC(=O)C1=NC=CN=C1